(tetrahydro-2H-pyran-4-yl)-1H-indole-2-carboxylic acid ethyl ester C(C)OC(=O)C=1N(C2=CC=CC=C2C1)C1CCOCC1